IC=1NC=2C=CC=C(C2C1CCN(C)C)C(=O)O 2-iodo-3-[2-(dimethylamino)ethyl]-1H-indole-4-carboxylic acid